C(C)(=O)OC1C=CC2=CC=CC=C12 Acetoxy-indene